2,4-Pentandione CC(CC(C)=O)=O